acrylic acid 2-hydroxybutyl ester OC(COC(C=C)=O)CC